6-thiacyclohexane-4-carboxamide C1CCC(CS1)C(=O)N